N-((S)-2-Hydroxy-2-phenyl-ethyl)-3-[3-(4-trifluoromethoxy-benzyl)-3H-imidazo[4,5-b]pyridin-2-yl]-propionamide O[C@H](CNC(CCC1=NC=2C(=NC=CC2)N1CC1=CC=C(C=C1)OC(F)(F)F)=O)C1=CC=CC=C1